C(C(=C)C)(=O)O.C(C(=C)C)(=O)O.C(C(=C)C)(=O)O.CCCC 1-Methyl-propane trimethacrylate